2-(6-aminopyridin-3-yl)-N-(5-((2-(2,2-dimethylpyrrolidin-1-yl)ethyl)carbamoyl)-2-methylpyridin-3-yl)pyrazolo[5,1-b]thiazole-7-carboxamide NC1=CC=C(C=N1)C1=CN2C(S1)=C(C=N2)C(=O)NC=2C(=NC=C(C2)C(NCCN2C(CCC2)(C)C)=O)C